[(2-{6-chloro-4-[2-(4-methyl-1,2,4-triazol-3-yl)-5-(trifluoromethyl)phenyl]pyridin-2-yl}-7-(trifluoromethyl)-1,3-benzoxazol-5-yl)methyl](cyclopropylmethyl)amine ClC1=CC(=CC(=N1)C=1OC2=C(N1)C=C(C=C2C(F)(F)F)CNCC2CC2)C2=C(C=CC(=C2)C(F)(F)F)C2=NN=CN2C